N-[(1R)-1-[5-amino-2-fluoro-3-(trifluoromethyl)phenyl]ethyl]-2-methyl-propane-2-sulfinamide NC=1C=C(C(=C(C1)[C@@H](C)NS(=O)C(C)(C)C)F)C(F)(F)F